m-chlorophenyl isothiocyanate ClC=1C=C(C=CC1)N=C=S